(S)-1-cyclobutyl-N-(3-fluoro-4-((3-((1-meth-oxypropan-2-yl)amino)-1H-pyrazolo[3,4-b]-pyridin-4-yl)oxy)phenyl)-3-(4-fluorophenyl)-2,4-dioxo-1,2,3,4-tetrahydropyrimidine-5-carboxamide C1(CCC1)N1C(N(C(C(=C1)C(=O)NC1=CC(=C(C=C1)OC1=C2C(=NC=C1)NN=C2N[C@H](COC)C)F)=O)C2=CC=C(C=C2)F)=O